hafnium (IV) n-butoxide [O-]CCCC.[Hf+4].[O-]CCCC.[O-]CCCC.[O-]CCCC